(+/-)-(1S,3S)-3-(4-(5-((3-benzyl-2-carbonyl-2,3-dihydro-1H-imidazol-1-yl)methyl)-1-methyl-1H-1,2,3-triazol-4-yl)phenoxy)cyclohexane-1-carboxylic acid methyl ester COC(=O)[C@@H]1C[C@H](CCC1)OC1=CC=C(C=C1)C=1N=NN(C1CN1C(N(C=C1)CC1=CC=CC=C1)=C=O)C |r|